sodium acetoxybenzenesulphonate C(C)(=O)OC1=C(C=CC=C1)S(=O)(=O)[O-].[Na+]